4-(methylsulfonyl)-2-nitro-1-(nitromethyl)benzene CS(=O)(=O)C1=CC(=C(C=C1)C[N+](=O)[O-])[N+](=O)[O-]